C(OCOP(=O)(O)OCOC(OC(C)C)=O)(OC(C)C)=O ((hydroxyphosphoryl)bis(oxy))bis(methylene) di-isopropyl bis(carbonate)